O-Acetyl-L-serin C(C)(=O)OC[C@H](N)C(=O)O